potassium-nickel-iron-manganese [Mn].[Fe].[Ni].[K]